N-α-Benzoyl-L-arginine 4-nitroanilide hydrochloride C1=CC=C(C=C1)C(=O)N[C@@H](CCCN=C(N)N)C(=O)NC2=CC=C(C=C2)[N+](=O)[O-].Cl